FC1(C=C(CC1)C(=O)NOC)F 3,3-difluoro-N-methoxy-cyclopentene-1-carboxamide